BrC1=C(C(=C2C(OC3=C2C(=C(C(=C3[2H])Cl)[2H])[2H])=C1[2H])[2H])[2H] 3-bromo-7-chlorodibenzo[b,d]furan-1,2,4,6,8,9-d6